2-(4-(2-((5-(1H-pyrazol-4-yl)benzo[d]thiazol-2-yl)amino)-2-oxoethyl)-2-fluorophenoxy)nicotinamide N1N=CC(=C1)C=1C=CC2=C(N=C(S2)NC(CC2=CC(=C(OC3=C(C(=O)N)C=CC=N3)C=C2)F)=O)C1